diphenyl-[4-(phenylthio)phenyl]Sulfonium tert-Butyl-benzyl(prop-2-yn-1-yl)carbamate C(C)(C)(C)OC(N(CC#C)CC1=CC=CC=C1)=O.C1(=CC=CC=C1)[S+](C1=CC=C(C=C1)SC1=CC=CC=C1)C1=CC=CC=C1